ClC=1C(=NC(=NC1)NC(C)C)C=1C=C2C(N(C=NN2C1)[C@H](C(=O)N[C@H](CO)C1=CC(=CC(=C1)OC)F)C)=O (S)-2-(6-(5-chloro-2-(isopropylamino)pyrimidin-4-yl)-4-oxopyrrolo[2,1-f][1,2,4]triazin-3(4H)-yl)-N-((S)-1-(3-fluoro-5-methoxyphenyl)-2-hydroxyethyl)propionamide